C(C)(=O)NNC(=O)C1CN(C1)C=1N=NC(=CC1)OCC1=C(N=NN1C1=CC=C(C=C1)C(F)F)C N'-acetyl-1-(6-((1-(4-(difluoromethyl)phenyl)-4-methyl-1H-1,2,3-triazol-5-yl)methoxy)pyridazin-3-yl)azetidine-3-carbohydrazide